OC1=CC=C(C=C1)NC1=NC=NC2=CC(=C(C=C12)OC)OC 4-(4'-hydroxyphenyl)amino-6,7-dimethoxyquinazoline